5-methyl-1-(1-(4-(1-methylpyrrolidin-3-yl)benzyl)-1H-indol-5-yl)-1H-pyrazole-3-carboxamide CC1=CC(=NN1C=1C=C2C=CN(C2=CC1)CC1=CC=C(C=C1)C1CN(CC1)C)C(=O)N